N-{4-[7-(cyclopropylmethyl)-3-(4-fluorophenyl)-5-methyl-4-oxo-4,5-dihydro-1H-pyrrolo[3,2-c]pyridin-2-yl]pyridin-2-yl}-2-(4-fluorophenyl)propanamide C1(CC1)CC=1C2=C(C(N(C1)C)=O)C(=C(N2)C2=CC(=NC=C2)NC(C(C)C2=CC=C(C=C2)F)=O)C2=CC=C(C=C2)F